FC1=C(C(=O)O)C=CN=C1 3-fluoroisonicotinic acid